CN1CCN(CC1)CC(=O)N1CCN(C2=CC=CC=C12)CC1=NC=CC=C1 2-(4-methylpiperazin-1-yl)-1-(4-(pyridin-2-ylmethyl)-3,4-dihydroquinoxalin-1(2H)-yl)ethan-1-one